3-(5-(4-(1-((2-(2-(Cyclohexylmethoxy)-4,6-dihydroxy-3-methylbenzoyl)isoindolin-5-yl)methyl)piperidine-4-carbonyl)piperazin-1-yl)-1-oxoisoindolin-2-yl)piperidine-2,6-dione C1(CCCCC1)COC1=C(C(=O)N2CC3=CC=C(C=C3C2)CN2CCC(CC2)C(=O)N2CCN(CC2)C=2C=C3CN(C(C3=CC2)=O)C2C(NC(CC2)=O)=O)C(=CC(=C1C)O)O